2,9-bis-(2,4,6-triisopropylphenylethynyl)-1,10-phenanthroline C(C)(C)C1=C(C(=CC(=C1)C(C)C)C(C)C)C#CC1=NC2=C3N=C(C=CC3=CC=C2C=C1)C#CC1=C(C=C(C=C1C(C)C)C(C)C)C(C)C